acrylamidoethanol C(C=C)(=O)NC(C)O